[6-[3-(1-hydroxycyclopropyl)-1,2,4-triazol-1-yl]-2-azaspiro[3.3]heptan-2-yl]-[6-[[1-(trifluoromethyl)pyrazol-4-yl]methyl]-2-azaspiro[3.3]heptan-2-yl]methanone OC1(CC1)C1=NN(C=N1)C1CC2(CN(C2)C(=O)N2CC3(C2)CC(C3)CC=3C=NN(C3)C(F)(F)F)C1